C(C=C)(=O)OC1=C(C=C(C=C1)C)CC1=C(C(=CC(=C1)C)C(C)(C)C)O (3-(1,1-dimethylethyl)-2-hydroxy-5-methylphenyl)methyl-4-methylphenyl acrylate